NCC1(C2CCN(CC12)C=1C(=NC(=C(N1)C)C1=C(C(=CC=C1)Cl)Cl)CO)C1=CSC=C1 [3-[7-(aminomethyl)-7-(thiophen-3-yl)-3-azabicyclo[4.1.0]heptan-3-yl]-6-(2,3-dichlorophenyl)-5-methylpyrazin-2-yl]methanol